[W]=O tungsten oxide